OC1C(OCC1)(C(=O)N)O dihydroxyltetrahydrofuran-2-formamide